2,2,2-trifluoro-N-(7-(4-fluorobenzoyl)-8-methyl-3-(3-methyl-1,2,4-thiadiazol-5-yl)-5,6,7,8-tetrahydroimidazo[1,5-a]pyrazin-1-yl)acetamide FC(C(=O)NC=1N=C(N2C1C(N(CC2)C(C2=CC=C(C=C2)F)=O)C)C2=NC(=NS2)C)(F)F